F\C(\C(=O)NC=1C=C2C(=NC=NC2=CC1OC)NC1=C(C=C(C(=C1)C)OC=1C=CC2=C(NC(O2)O)C1)OC)=C/[C@@H]1N(CCC1)C (Z)-2-fluoro-N-(4-((4-((2-hydroxy-2,3-dihydrobenzo[d]oxazol-5-yl)oxy)-2-methoxy-5-methylphenyl)amino)-7-methoxyquinazolin-6-yl)-3-((R)-1-methylpyrrolidin-2-yl)acrylamide